ClC1=CC=C2C(=NN(C2=C1)C=1C=NC=CC1)C(C)N1N=C(C=2C1=NC=NC2N)C=2C=NC(=NC2)OC 1-(1-(6-Chloro-1-(pyridin-3-yl)-1H-indazol-3-yl)ethyl)-3-(2-methoxypyrimidin-5-yl)-1H-pyrazolo[3,4-d]pyrimidin-4-amine